ClC1=CC=C2C(=CNC2=C1)S(=O)(=O)NC=1C=NC(=CC1)C#N 6-Chloro-N-(6-cyanopyridin-3-yl)-1H-indole-3-sulfonamide